propene-diol C(=CC)(O)O